FC1=C(C(=C(C(=C1F)F)F)F)[B-](C1=C(C(=C(C(=C1F)F)F)F)F)(C1=C(C(=C(C(=C1F)F)F)F)F)C1=C(C(=C(C(=C1F)F)F)F)F.C(CCCCCCCCCCC)[NH+](CCCCCCCCCC)C1=C(C=CC=C1)C N-dodecyl-N-decyl-tolylammonium tetrakis(perfluorophenyl)borate